3-(sec-butyl)-N-(5-carbamoyl-pyridin-3-yl)-2-oxo-1,2,3,5-tetrahydro-4H-benzo[1,4]diazepine-4-carboxamide C(C)(CC)C1C(NC2=C(CN1C(=O)NC=1C=NC=C(C1)C(N)=O)C=CC=C2)=O